4-(4-((1r,2r,4r)-4-amino-2-(hydroxymethyl)cyclopentyl)phenyl)-7-(4-(trifluoromethyl)phenyl)-2-naphthoic acid N[C@H]1C[C@H]([C@@H](C1)C1=CC=C(C=C1)C1=CC(=CC2=CC(=CC=C12)C1=CC=C(C=C1)C(F)(F)F)C(=O)O)CO